(S)-tetrahydro-furan-2-carboxylic acid {4-[4-(6-fluoro-2-oxo-1,2-dihydro-quinolin-3-yl)-[1,2,3]triazol-1-yl]-phenyl}-methyl-amide FC=1C=C2C=C(C(NC2=CC1)=O)C=1N=NN(C1)C1=CC=C(C=C1)N(C(=O)[C@H]1OCCC1)C